ClC=1C(=C(C(=C(C1)SC1=C(C(=C(C(=C1)Cl)Cl)C1=CC=CC=C1)C1=CC(=C(C=C1)Cl)Cl)C1=CC(=C(C=C1)Cl)Cl)C1=CC=CC=C1)Cl dichloro-phenyl-3,4-dichlorophenyl-phenylsulfide